FC1=C(C=C(C=C1[N+](=O)[O-])F)C=1C(=NN(N1)C)C(C([2H])([2H])[2H])N(C(OC(C)(C)C)=O)C tert-butyl (1-(5-(2,5-difluoro-3-nitrophenyl)-2-methyl-2H-1,2,3-triazol-4-yl)ethyl-2,2,2-d3)(methyl)carbamate